O1C(N=CC(C1)=O)=O [1,3]Oxazine-2,5-dione